5-[5-[(1R)-1-(3,5-Dichloro-4-pyridyl)ethoxy]-1H-indazol-3-yl]-3-ethoxy-pyridin-2-amine ClC=1C=NC=C(C1[C@@H](C)OC=1C=C2C(=NNC2=CC1)C=1C=C(C(=NC1)N)OCC)Cl